NCCOC=1C(=NC=CC1)C(C)=O 1-(3-(2-aminoethoxy)pyridin-2-yl)ethanone